C=CC1(CC=CC=C1)C=CC(=O)O.C(C=C)#N acrylonitrile 1-styreneacrylate